ClC1=C(C=CC=C1)C1=CC=C2CCC(N(C2=C1)CCN1CCOCC1)=O 7-(2-chlorophenyl)-1-(2-morpholinoethyl)-3,4-dihydro-quinolin-2(1H)-one